1-(phenylsulfonyl)propan-2-ol C1(=CC=CC=C1)S(=O)(=O)CC(C)O